C=C(C(=O)O)C(=O)O.C=C(C(=O)O)C(=O)O.C(CCC)(O)O butanediol bis(methylene malonate)